N-(2-(4-((1S,4S)-2-oxa-5-azabicyclo[2.2.1]heptane-5-yl)piperidine-1-yl)-5-((6-((R)-3-(2-fluoro-3-methylphenyl)isoxazolidine-2-yl)pyrimidine-4-yl)amino)-4-methoxyphenyl)acrylamide [C@@H]12OC[C@@H](N(C1)C1CCN(CC1)C1=C(C=C(C(=C1)OC)NC1=NC=NC(=C1)N1OCC[C@@H]1C1=C(C(=CC=C1)C)F)NC(C=C)=O)C2